ClC=1C=C(C=CC1)[C@@H](CO)N1C(C=C(C=C1)C=1C=C2C(=NNC2=CC1)C1CCOCC1)=O (S)-1-(1-(3-chlorophenyl)-2-hydroxyethyl)-4-(3-(tetrahydro-2H-pyran-4-yl)-1H-indazol-5-yl)pyridin-2(1H)-one